C(#N)C=1C=CC(=C2C=CC=NC12)N1C[C@@]2(C[C@@]2(C1)C(F)(F)F)C1=NN=C(O1)C1(CN(CC1)C(=O)OC(C)(C)C)F tert-butyl 3-(5-((1S,5R)-3-(8-cyanoquinolin-5-yl)-5-(trifluoromethyl)-3-azabicyclo[3.1.0]hexan-1-yl)-1,3,4-oxadiazol-2-yl)-3-fluoropyrrolidine-1-carboxylate